4-[(R)-5-methyl-4-((R)-1,1,1-trifluoro-2-hydroxypropan-2-yl)-5,6-dihydropyrazolo[1',5':1,2]pyrido[3,4-d]pyridazin-9-yl]bicyclo[2.2.2]octane-1-carboxamide C[C@H]1CN2C(C=3C=NN=C(C31)[C@@](C(F)(F)F)(C)O)=CC(=N2)C23CCC(CC2)(CC3)C(=O)N